(2S)-2-((2-((1-methoxy-3-methyl-1,3-dihydrobenzo[c][1,2]oxaborol-5-yl)amino)-5-(3-methyl-1,2,4-oxadiazol-5-yl)pyridin-4-yl)amino)-2-phenylethan-1-ol COB1OC(C2=C1C=CC(=C2)NC2=NC=C(C(=C2)N[C@H](CO)C2=CC=CC=C2)C2=NC(=NO2)C)C